NC1=NC(=NN1S(=O)(=O)C=1N=C(SC1)C)NC1=CC=C(C#N)C=C1 4-[[5-amino-1-(2-methylthiazol-4-yl)sulfonyl-1,2,4-triazol-3-yl]amino]benzonitrile